tetradec-12-en-1-yl acetate C(C)(=O)OCCCCCCCCCCCC=CC